N1=CN=CC(=C1)C=1C=CC(=NC1)C[N+]1=NOC(=C1)[N-]C(NC=1C=NC=C(C1)C(F)(F)F)=O (3-((5-(pyrimidin-5-yl)pyridin-2-yl)methyl)-1,2,3-oxadiazol-3-ium-5-yl)((5-(trifluoromethyl)pyridin-3-yl)carbamoyl)amide